C1(CC1)NC(=O)C1(CC1)CCCCCCCCCCCCC1CC1 1-(12-(1-(cyclopropylcarbamoyl)cyclopropyl)dodecyl)cyclopropane